[(2S,3S,4E,6R,7R,10R)-7,10-dihydroxy-3,7-dimethyl-12-oxo-2-[(2E,4E)-6-pyridin-4-ylhexa-2,4-dien-2-yl]-1-oxacyclododec-4-en-6-yl] acetate C(C)(=O)O[C@@H]1/C=C/[C@@H]([C@H](OC(C[C@@H](CC[C@@]1(C)O)O)=O)\C(\C)=C\C=C\CC1=CC=NC=C1)C